2,2'-methylene-bis-(4,6-di-tert-butylphenol) C(C1=C(C(=CC(=C1)C(C)(C)C)C(C)(C)C)O)C1=C(C(=CC(=C1)C(C)(C)C)C(C)(C)C)O